3-fluoro-4,5,6,7-tetrahydrobenzothiophen-6-amine hydrochloride Cl.FC1=CSC2=C1CCC(C2)N